1-acetyl-3-(((2,3-dihydrobenzofuran-5-yl)sulfonyl)methyl)-3-methyl-5-phenyl-1,3-dihydro-2H-pyrrole C(C)(=O)N1CC(C=C1C1=CC=CC=C1)(C)CS(=O)(=O)C=1C=CC2=C(CCO2)C1